[I-].C(C)N1C(SC2=C1C=CC=C2)C=C(C=C2SC1=C(N2CC)C=CC=C1)C 3-ethyl-2-[3-(3-ethyl-3H-benzothiazol-2-ylidene)-2-methylpropan-1-enyl]benzothiazole iodide